carbomethoxy-p-methoxycinnamate C(=O)(OC)OC(C=CC1=CC=C(C=C1)OC)=O